C(C)(C)(C)OC(=O)N1CCC(=CC1)C1=CC=C(C=C1)S(=O)(=O)NC 4-(4-(N-methylaminosulfonyl)phenyl)-3,6-dihydropyridine-1(2H)-carboxylic acid tert-butyl ester